COC1=C(CNC2=NC=NC3=C(C=C(C=C23)N2CCOCC2)C(=O)OC)C=CC(=C1)OC methyl 4-((2,4-dimethoxybenzyl) amino)-6-morpholinoquinazoline-8-carboxylate